BrC=1SC(=C(N1)C=1C(=C(C=CC1)NS(=O)(=O)C1=C(C=CC=C1F)F)F)C1=NC(=NC=C1)NC1CC2(CS(C2)(=O)=O)C1 N-(3-(2-bromo-5-(2-((2,2-dioxo-2-thiaspiro[3.3]hept-6-yl)amino)-pyrimidin-4-yl)thiazol-4-yl)-2-fluorophenyl)-2,6-difluorobenzenesulfonamide